5-fluoro-1-(hydroxymethyl)indene-1-carboxylic acid FC=1C=C2C=CC(C2=CC1)(C(=O)O)CO